S(C=C)C=C Thiobisethylene